BrC=1C=C2C(=NC1)NC=C2C2=CC=C(C(=O)N(C)C[C@H](C)O)C=C2 (S)-4-(5-bromo-1H-pyrrolo[2,3-b]pyridin-3-yl)-N-(2-hydroxypropyl)-N-methylbenzamide